4-cyclopropyl-3-(1-methyl-1H-indazol-5-yl)-N-(2-(trifluoromethyl)pyridin-4-yl)isothiazole-5-carboxamide C1(CC1)C=1C(=NSC1C(=O)NC1=CC(=NC=C1)C(F)(F)F)C=1C=C2C=NN(C2=CC1)C